2,5-thiophendiylbis(5-tert-butyl-1,3-benzoxazol) S1C(=CC=C1C=1OC2=C(N1)C=C(C=C2)C(C)(C)C)C=2OC1=C(N2)C=C(C=C1)C(C)(C)C